2-[3-(3,3-difluoroazetidin-1-yl)-4-fluoro-phenyl]-2-methoxy-N-[5-[[(3R)-1-pyridazin-3-ylpyrrolidin-3-yl]amino]-1,3,4-thiadiazol-2-yl]acetamide FC1(CN(C1)C=1C=C(C=CC1F)C(C(=O)NC=1SC(=NN1)N[C@H]1CN(CC1)C=1N=NC=CC1)OC)F